3-bromophenyltetrazine BrC=1C=C(C=CC1)C=1N=NN=NC1